C(C1=CC=CC=C1)N([C@@H]1CN(CC1)S(=O)(=O)C=1C=NC(=CC1)N1CCOCC1)C (S)-N-Benzyl-N-methyl-1-((6-morpholinopyridin-3-yl)sulfonyl)pyrrolidin-3-amine